ClC=1N=C2C(=C(C(N(C2=CC1)C)=O)C#N)N1CCN(CC1)CC1=CC(=CC(=C1)F)F 6-chloro-4-{4-[(3,5-difluorophenyl)methyl]piperazin-1-yl}-1-methyl-2-oxo-1,2-dihydro-1,5-naphthyridine-3-carbonitrile